5,8-dichloro-2,3-dihydro-[1,4]dioxino[2,3-d]pyridazine ClC1=C2C(=C(N=N1)Cl)OCCO2